FC1=C(C(=O)C2=CNC3=NC=C(C(=C32)N[C@@H]3CC[C@H](OC3)CNNS(=O)=O)OC)C=CC(=C1)OC1=C(C=CC=C1)F N-(((2S,5R)-5-((3-(2-fluoro-4-(2-fluorophenoxy)benzoyl)-5-methoxy-1H-pyrrolo[2,3-b]pyridin-4-yl)amino)tetrahydro-2H-pyran-2-yl)methyl)aminosulfonamide